2-amino-N-[7-methoxy-8-(3-morpholin-4-ylpropoxy)-2,3-dihydroimidazo[1,2-c]quinazolin-5-yl]-4-methylpyrimidine-5-carboxamide NC1=NC=C(C(=N1)C)C(=O)NC1=NC=2C(=C(C=CC2C=2N1CCN2)OCCCN2CCOCC2)OC